BrC=1C=C(C=C(C1)F)C(=O)N1CCN(CC1)C (3-bromo-5-fluorophenyl)(4-methylpiperazin-1-yl)methanone